OC1(CCCCC1)C(=O)O.OC(C(F)(F)F)(C1=CC=CC=C1)C1=CC(=C(C=C1OC)N=CN(C)C(C)C)C N'-[4-(1-hydroxy-1-phenyl-2,2,2-trifluoroethyl)-2-methyl-5-methoxyphenyl]-N-isopropyl-N-methylmethaneimidamide 1-hydroxycyclohexane-1-carboxylate